4-octanoylamino-3-hydroxybenzoic acid C(CCCCCCC)(=O)NC1=C(C=C(C(=O)O)C=C1)O